(2R,6S)-4-(3-cyclopropyl-5-((4-(6-methyl-1H-indol-3-yl)pyrimidin-2-yl)amino)benzyl)-2,6-dimethylpiperazin-1-ol C1(CC1)C=1C=C(CN2C[C@H](N([C@H](C2)C)O)C)C=C(C1)NC1=NC=CC(=N1)C1=CNC2=CC(=CC=C12)C